zirconium(IV) sulfide [S-2].[Zr+4].[S-2]